4-(5-[3-(1,2,4-oxadiazol-3-yl)phenyl]thiophen-2-ylmethyl)-2,4-dihydro-3H-1,2,4-triazol-3-one O1N=C(N=C1)C=1C=C(C=CC1)C1=CC=C(S1)CN1C(NN=C1)=O